NC1(CNC1)C 3-amino-3-methylazetidin